ClC=1C(=C(C(=C(C1)C(C)N1N=C(C=2C1=NC=NC2)C)OCC)C2CN(C2)CC)F 1-{1-[5-Chloro-2-ethoxy-3-(1-ethylazetidin-3-yl)-4-fluorophenyl]ethyl}-3-methyl-1H-pyrazolo[3,4-d]pyrimidin